6-chloro-5'-(3-chlorophenyl)-2'-(6-(2-fluoroethoxy)-4-methoxypyridin-3-yl)-3'-isopropyl-3'H-spiro[indoline-3,4'-pyrrolo[3,4-d]imidazole]-2,6'(5'H)-dione ClC1=CC=C2C(=C1)NC(C21N(C(C=2N=C(N(C21)C(C)C)C=2C=NC(=CC2OC)OCCF)=O)C2=CC(=CC=C2)Cl)=O